N=1NN=NC1CCC1(CC2CC(NCC2CC1)C(=O)O)F 6-(2-(2H-tetrazol-5-yl)ethyl)-6-fluorodecahydroisoquinoline-3-carboxylic acid